(1-chloroethyl)-2-(methylthio)pyrimidine ClC(C)C1=NC(=NC=C1)SC